C(#N)\C(=C/C1=C(C=CC(=C1)C#N)OC)\C1=CNC2=CC=C(C=C12)CNC(OC(C)(C)C)=O Tert-butyl (Z)-((3-(1-cyano-2-(5-cyano-2-methoxyphenyl)vinyl)-1H-indol-5-yl)methyl)carbamate